O1C(=CC=C1)CN1C(=NC=C1)C(=O)O 1-(furan-2-ylmethyl)-1H-imidazole-2-carboxylic acid